N/C(/C(=O)OCC)=N/O ethyl (E)-2-amino-2-(hydroxyimino)acetate